6-(5-(trifluoromethyl)thiophen-3-yl)benzoic acid FC(C1=CC(=CS1)C1=CC=CC=C1C(=O)O)(F)F